C1(=CC=CC=C1)C(S(=O)(=O)N=C(O)O)C1=CC=CC=C1.CN(\C(\NCCCN(CCCCCCCC(=O)OC(CCCCCCCC)CCCCCCCC)CCCCCCCC(=O)OCCCCCCCCC)=N/S(=O)(=O)C)C Heptadecan-9-yl (Z)-8-((3-(3,3-dimethyl-2-(methylsulfonyl)guanidino)propyl)(8-(nonyloxy)-8-oxooctyl)amino)octanoate Diphenyl-(methylsulfonyl)carbonimidate